2-(1-(5-Bromoisoindolin-2-yl)ethyl)-5-((1-(methylsulfonyl)piperidin-4-yl)-methoxy)-4H-pyran-4-one BrC=1C=C2CN(CC2=CC1)C(C)C=1OC=C(C(C1)=O)OCC1CCN(CC1)S(=O)(=O)C